C(C)N1C(CC2=CC(=C(C=C12)O)O)C(=O)O N-ethyl-5,6-dihydroxyindoline-2-carboxylic acid